4-(3,3-dimethyl-1-(thiophen-3-yl)-2,3-dihydro-1H-pyrrolo[3,2-b]pyridine-5-carbonyl)-3,3-dimethylpiperazin-2-one CC1(CN(C=2C1=NC(=CC2)C(=O)N2C(C(NCC2)=O)(C)C)C2=CSC=C2)C